Cl.O=C1NC(CCC1N1C(C2=CC=C(C=C2C1=O)N1CCN(CC1)CCCC(N1CCNCC1)=O)=O)=O 2-(2,6-dioxopiperidin-3-yl)-5-(4-(4-oxo-4-(piperazin-1-yl)butyl)piperazin-1-yl)isoindole-1,3-dione hydrochloride